SCC[Si](OC)(OC)OC β-mercaptoethyltrimethoxysilane